5-oxopiperidine O=C1CCCNC1